Cl.Cl.NC[C@@H](C1=CC=CC=C1)NC1=N\C(\C(N1C)=O)=C/C1=CC2=C(N=CS2)C=C1 (5Z)-2-[[(1R)-2-Amino-1-phenyl-ethyl]amino]-5-(1,3-benzothiazol-6-ylmethylene)-3-methyl-imidazol-4-one dihydrochloride